O=C1NC(CCC1C1=CC=C(C=C1)C1CCN(CC1)CCN1CCC(CC1)NC1=C2C(N(C(C2=CC=C1)=O)[C@H](CS(=O)(=O)C)C1=CC(=C(C=C1)OC)OCC)=O)=O 4-((1-(2-(4-(4-(2,6-Dioxopiperidin-3-yl)phenyl)piperidin-1-yl)-ethyl)piperidin-4-yl)amino)-2-((S)-1-(3-ethoxy-4-methoxyphenyl)-2-(methylsulfonyl)ethyl)-isoindoline-1,3-dione